(S)-8-chloro-6-(((1-cyclopropyl-1H-1,2,3-triazol-4-yl)(6-fluoropyridin-3-yl)methyl-d)amino)-4-(neopentylamino)quinoline-3-carbonitrile ClC=1C=C(C=C2C(=C(C=NC12)C#N)NCC(C)(C)C)N[C@@]([2H])(C=1C=NC(=CC1)F)C=1N=NN(C1)C1CC1